CC1=NC2=CC=C(C=C2C(=C1SC1=CC(=CC=C1)C)C(=O)O)C 2,6-dimethyl-3-[(3-methylphenyl)sulfanyl]quinoline-4-carboxylic acid